BrC=1C=C2C(=NN(C2=CC1)CCF)CO (5-bromo-1-(2-fluoroethyl)-1H-indazol-3-yl)methanol